(S)-1-ethyl-6-((4-((2-hydroxy-1-phenylethyl)amino)-5-(3-(quinuclidin-4-yl)-1,2,4-oxadiazol-5-yl)pyrimidin-2-yl)amino)-1,2-dihydro-3H-pyrazolo[3,4-b]pyridin-3-one C(C)N1NC(C=2C1=NC(=CC2)NC2=NC=C(C(=N2)N[C@H](CO)C2=CC=CC=C2)C2=NC(=NO2)C21CCN(CC2)CC1)=O